BrC1=CC=C2C(=CC=NC2=C1)C(=O)NCC(=O)N1[C@@H](CCC1)C#N (S)-7-bromo-N-(2-(2-cyanopyrrolidin-1-yl)-2-oxoethyl)quinoline-4-carboxamide